(4R)-5-oxo-4-(2-oxo-2-propa-2-enoxyethyl)-1,3-oxazolidine-3-carboxylic acid O=C1[C@H](N(CO1)C(=O)O)CC(OCC=C)=O